NC(C(=O)[O-])C Aminopropionate